6-(4-methoxypyrrolo[2,1-f][1,2,4]triazin-5-yl)-2-methyl-1-(1,2,3-thiadiazol-5-ylmethyl)-1H-imidazo[4,5-b]pyridine COC1=NC=NN2C1=C(C=C2)C=2C=C1C(=NC2)N=C(N1CC1=CN=NS1)C